COC=1C=C(C=CC1)CC=O 2-(3-methoxyphenyl)ethanone